N-((S)-1-(((S)-1,1-bis(3-fluoro-4-methoxyphenyl)propan-2-yl)amino)-1-oxopropan-2-yl)-3-hydroxy-4-methoxypicolinamide FC=1C=C(C=CC1OC)C([C@H](C)NC([C@H](C)NC(C1=NC=CC(=C1O)OC)=O)=O)C1=CC(=C(C=C1)OC)F